COC(C(=COC)C1=C(C=CC=C1)C(SC=NC1=CC(=CC=C1)F)C1CC1)=O 3-methoxy-2-[2-[cyclopropyl-(3-fluorophenylimino)methylthiomethyl]phenyl]acrylic acid methyl ester